N-((2R,3S)-1-(1-(4-fluorophenyl)-1H-indazol-5-yl)-4,4-dimethyl-2-phenylpyrrolidin-3-yl)methanesulfonamide FC1=CC=C(C=C1)N1N=CC2=CC(=CC=C12)N1[C@@H]([C@H](C(C1)(C)C)NS(=O)(=O)C)C1=CC=CC=C1